2,6-bis(3,4-dicarboxyphenyl)pyridine C(=O)(O)C=1C=C(C=CC1C(=O)O)C1=NC(=CC=C1)C1=CC(=C(C=C1)C(=O)O)C(=O)O